COC(=O)C=1C=2C=CNC2C=CC1Cl 5-Chloro-1H-indole-4-carboxylic acid methyl ester